C(C1=CC=CC=C1)C1=C2N(C=C(N1)C1=CC3=CC=CC=C3C=C1)C(C(=N2)CC=2OC=CC2)=O 8-benzyl-2-(furan-2-ylmethyl)-6-(naphthalen-2-yl)imidazo[1,2-a]pyrazin-3(7H)-one